N-{3-[5-(2-aminopyrimidin-4-yl)-2-tert-butyl-1,3-thiazol-4-yl]-2-fluorophenyl}-2,6-difluorobenzene-1-sulfonamide NC1=NC=CC(=N1)C1=C(N=C(S1)C(C)(C)C)C=1C(=C(C=CC1)NS(=O)(=O)C1=C(C=CC=C1F)F)F